ethylene di(methacrylate) C(C(=C)C)(=O)OCCOC(C(=C)C)=O